tert-butyl 3-(1,1,2,2,2-pentafluoroethyl)-2,5-dihydropyrrole-1-carboxylate FC(C(F)(F)F)(F)C=1CN(CC1)C(=O)OC(C)(C)C